C(C)(C)N(C=1C=C(C=CC1)NC(N)=O)C 3-(3-(isopropyl-(methyl)amino)phenyl)urea